C(CCC(=O)OC1=CC=C(C=C1)Cl)(=O)OC1=CC=C(C=C1)Cl di-[4-chlorophenyl] succinate